(8-(1-phenylethyl)-2,8-diazaspiro[4.5]decan-2-yl)(3,3,5-trimethyl-2,3-dihydro-1H-pyrrolo[3,2-b]pyridin-1-yl)methanone C1(=CC=CC=C1)C(C)N1CCC2(CCN(C2)C(=O)N2CC(C3=NC(=CC=C32)C)(C)C)CC1